C1(CCCCC1)C[C@H](C(=O)N1C(CC(C1)N1N=NC=C1C(C)(C)O)C(=O)N)NC(C1=CC=C(C=C1)S(N)(=O)=O)=O 1-((R)-3-cyclohexyl-2-(4-sulfamoylbenzamido)propanoyl)-4-(5-(2-hydroxypropan-2-yl)-1H-1,2,3-triazol-1-yl)pyrrolidine-2-carboxamide